(R)-1-methyl-N-(1-methylcyclopropyl)-4-((3-methylisoxazol-5-yl)methyl)-5-oxo-1,2,4,5-tetrahydroimidazo[1,2-a]quinazoline-7-sulfonamide C[C@@H]1CN=C2N1C1=CC=C(C=C1C(N2CC2=CC(=NO2)C)=O)S(=O)(=O)NC2(CC2)C